mercapto(sulfolane) SC1S(=O)(=O)CCC1